[N-](S(=O)(=O)C(F)(F)F)S(=O)(=O)C(F)(F)F.C(=O)(O)CN1CN(C=C1)C 1-carboxymethyl-3-methylimidazole bistrifluoromethanesulfonimide salt